Benzyl (R)-((4,4-difluorocyclohexyl)(5-(2-methoxyacetyl)benzo[d]-oxazol-2-yl)methyl)carbamate FC1(CCC(CC1)[C@H](C=1OC2=C(N1)C=C(C=C2)C(COC)=O)NC(OCC2=CC=CC=C2)=O)F